OC[C@@H](C(C)(C)C)NC(=O)C=1C=NC(=C(C1)C1=NN(C=C1)C)OC1=CC=C(C=C1)C(F)(F)F N-[(2R)-1-Hydroxy-3,3-dimethylbutan-2-yl]-5-(1-methyl-1H-pyrazol-3-yl)-6-[4-(trifluoromethyl)phenoxy]pyridine-3-carboxamide